N-methoxy-N-methyl-2-[2-(pyridin-3-yl)-1,3-benzoxazol-6-yl]acetamide CON(C(CC1=CC2=C(N=C(O2)C=2C=NC=CC2)C=C1)=O)C